tert-butyl (4-(4-((1-(4-formylphenyl)-2-oxo-1,2-dihydropyrimidin-4-yl)carbamoyl)piperazin-1-yl)-2-methyl-4-oxobutan-2-yl)carbamate C(=O)C1=CC=C(C=C1)N1C(N=C(C=C1)NC(=O)N1CCN(CC1)C(CC(C)(C)NC(OC(C)(C)C)=O)=O)=O